S(=O)(=O)(C1=CC=C(C)C=C1)N\N=C(/C)\C=1C=C(NC1)C(=O)OCC ethyl (E)-4-(1-(2-tosylhydrazono) ethyl)-1H-pyrrole-2-carboxylate